[8-fluoro-2-{[(2R,7aS)-2-fluorotetrahydro-1H-pyrrolizin-7a(5H)yl]methoxy}-4-(2-hydroxy-2-methylpropyl)pyrido[4,3-d]pyrimidin-7-yl]naphthalen-2-ol FC1=C(N=CC2=C1N=C(N=C2CC(C)(C)O)OC[C@]21CCCN1C[C@@H](C2)F)C2=C(C=CC1=CC=CC=C21)O